COC1=C(C(C2=C(C=CC=C2)O)O)C=CC(=C1)OC 2,4-dimethoxy-2'-hydroxybenzhydrol